CC=1C=CC(=C(C1)N1/C(/SCC1=O)=N/C(NC1=CC=C(C(=O)OC(C)(C)C)C=C1)=O)OCC(F)(F)F tert-Butyl (Z)-4-(3-(3-(5-methyl-2-(2,2,2-trifluoroethoxy)phenyl)-4-oxothiazolidin-2-ylidene)ureido)benzoate